(R)-2-hydroxy-3-((R)-2-(2-oxopiperidine-1-carboxamido)-2-(4-phosphonophenyl)acetamido)-3,4-dihydro-2H-benzo[e][1,2]oxaborinine-8-carboxylic acid OB1OC2=C(C[C@@H]1NC([C@@H](C1=CC=C(C=C1)P(=O)(O)O)NC(=O)N1C(CCCC1)=O)=O)C=CC=C2C(=O)O